C(CCC)N1N=C(C(=C1CC(C)C)O)C(C)(C)C 1-n-Butyl-5-isobutyl-3-tert-butyl-4-hydroxy-pyrazol